2-benzyl 1-(((di-tert-butoxyphosphoryl)oxy)methyl) (S)-pyrrolidine-1,2-dicarboxylate N1([C@@H](CCC1)C(=O)OCC1=CC=CC=C1)C(=O)OCOP(=O)(OC(C)(C)C)OC(C)(C)C